3,9-Bis(2,4-dicumylphenoxy)-2,4,8,10-tetraoxa-3,9-diphosphaspiro[5.5]undecane C(C)(C)(C1=CC=CC=C1)C1=C(OP2OCC3(CO2)COP(OC3)OC3=C(C=C(C=C3)C(C)(C)C3=CC=CC=C3)C(C)(C)C3=CC=CC=C3)C=CC(=C1)C(C)(C)C1=CC=CC=C1